3-(chloromethyl)-5H-thiazolo[2,3-b]Quinazoline hydrochloride Cl.ClCC1=CSC2=NC3=CC=CC=C3CN21